ClC=1N=C(C(=NC1Cl)N)[N+](=O)[O-] 5,6-dichloro-3-nitropyrazin-2-amine